Tert-butyl (S)-4-(4-((4-([1,2,4]triazolo[1,5-a]pyridin-7-ylmethyl)-3-methylphenyl)amino)quinazolin-6-yl)-3-methylpiperazine-1-carboxylate N=1C=NN2C1C=C(C=C2)CC2=C(C=C(C=C2)NC2=NC=NC1=CC=C(C=C21)N2[C@H](CN(CC2)C(=O)OC(C)(C)C)C)C